C(C)(C)(C)OC(=O)N1C[C@@H]2[C@H](C1)CC(C2)C#N (3aR,6aS)-5-cyanohexahydrocyclopenta[c]pyrrol-2(1H)-carboxylic acid tert-butyl ester